[N+](=O)([O-])C1=CC=C(C(C2=CC=CC=C2)=NO)C=C1 4-nitrobenzophenone oxime